[1-[1-(difluoromethyl)pyrazol-3-yl]cyclobutyl]ammonium chloride [Cl-].FC(N1N=C(C=C1)C1(CCC1)[NH3+])F